C(#N)C1(CC1)C=1C=C(C(=NC1)C(=O)O)S(=O)(=O)CC 5-(1-cyano-cyclopropyl)-3-ethylsulfonyl-pyridine-2-carboxylic acid